Cl.Cl.NC=1C(=NC(=NC1C1=C2C=NNC2=CC=C1C)C1=CC(=CC=C1)CN)C(=O)N 5-amino-2-[3-(aminomethyl)phenyl]-6-(5-methyl-1H-indazol-4-yl)pyrimidine-4-carboxamide dihydrochloride